(2,3,5,6-tetrafluoro-4-(methylsulfonyl)phenoxy)benzamide FC1=C(OC2=C(C(=O)N)C=CC=C2)C(=C(C(=C1F)S(=O)(=O)C)F)F